FC1=CC=C(C=2N=C(SC21)N)I 7-fluoro-4-iodo-1,3-benzothiazol-2-amine